CC[N-]CC.CC[N-]CC.CC[N-]CC.CC(C)(C)N=[Nb] (t-butylimido)tris(diethylamino)niobium